(6-fluorobenzo[d]thiazole-2-yl)-1,3-diethyl-7-methyl-1H-purine-2,6(3H,7H)-dione FC1=CC2=C(N=C(S2)C2=NC=3N(C(N(C(C3N2C)=O)CC)=O)CC)C=C1